p-chlorobenzhydryl-piperazine ClN1CCN(CC1)C(C1=CC=CC=C1)C1=CC=CC=C1